C(CC)N(CCC)[SiH2]C=C(CCC)CCC (di-n-propylamino)dipropylvinylsilane